FC(C=1C=C(C=CC1)O)(F)F 3-(trifluoromethyl)-phenol